N1(CCCC1)C1=CC=C(C=N1)B1OC(C)(C)C(C)(C)O1 6-(pyrrolidin-1-yl)pyridine-3-boronic acid pinacol ester